3,9-dibromoperylene-4,10-dicarboxylic acid diisobutyl ester C(C(C)C)OC(=O)C=1C2=C(C=CC=3C4=CC=C(C=5C(=CC=C(C(=CC1)C23)C54)Br)C(=O)OCC(C)C)Br